3,4-dihydro-6-methyl-1,2,3-oxathiazin-4-one-2,2-dioxide CC1=CC(NS(O1)(=O)=O)=O